COC(=O)C1C2CC3CC(CC1C3)C2 (1r,3r,5r,7r)-adamantane-2-carboxylic acid methyl ester